di(2-ethyl hexyl) maleate C(\C=C/C(=O)OCC(CCCC)CC)(=O)OCC(CCCC)CC